N1(CCCCC1)C=1C=CC(=NC1)N 5-(1-piperidinyl)pyridin-2-amine